1-(3-((7-methoxy-4-((4-methoxy-[1,1'-biphenyl]-3-yl)amino)quinazolin-6-yl)oxy)pyrrolidin-1-yl)prop-2-en-1-one COC1=C(C=C2C(=NC=NC2=C1)NC=1C=C(C=CC1OC)C1=CC=CC=C1)OC1CN(CC1)C(C=C)=O